BrC1=CC=C(C=C1)[C@]12[C@](C3=NC=C(C=C3O1)Cl)([C@H](C[C@H]2C2=CC=CC=C2)O)O |r| Rac-(5aR,6S,8S,8aS)-5a-(4-bromophenyl)-3-chloro-6-phenyl-5a,6,7,8-tetrahydro-8aH-cyclopenta[4,5]furo[3,2-b]pyridine-8,8a-diol